4-METHOXY-3-PYRIDINEBORONIC ACID COC1=C(C=NC=C1)B(O)O